[N+](=O)([O-])C=1C=CC2=C(C(NO2)=O)C1 5-nitrobenz[d]isoxazol-3(2H)-one